FC(C1=C(C#N)C=CC(=C1)N1C=C(C=2[C@@H]([C@@H](CCC12)F)O)S(=O)(=O)C(F)(F)F)F 2-(difluoromethyl)-4-((4s,5r)-5-fluoro-4-hydroxy-3-((trifluoromethyl)sulfonyl)-4,5,6,7-tetrahydro-1H-indol-1-yl)benzonitrile